2-((6-methoxybenzo[d]oxazol-2-yl)amino)-1-methyl-1H-benzo[d]imidazole-5-carboxylic acid COC1=CC2=C(N=C(O2)NC2=NC3=C(N2C)C=CC(=C3)C(=O)O)C=C1